F/C=C(\CNC(OC(C)(C)C)=O)/COC=1C=NC(=NC1)N1CCC(CC1)(C)O tert-Butyl (E)-(3-fluoro-2-(((2-(4-hydroxy-4-methylpiperidin-1-yl)pyrimidin-5-yl)oxy)methyl)allyl)carbamate